3-(2-(2-((2-(2,6-dioxopiperidin-3-yl)-1-oxoisoindolin-5-yl)amino)ethoxy)-4-fluorophenyl)-N-(4-(indolin-5-yl)-5-methylthiazol-2-yl)acetamide O=C1NC(CCC1N1C(C2=CC=C(C=C2C1)NCCOC1=C(C=CC(=C1)F)N1C(SC(=C1C=1C=C2CCNC2=CC1)C)NC(C)=O)=O)=O